C(C)(C)(C)C1=NC(=NO1)C12CCC(CC1)(CC2)CNC=2C=C(C=CC2)NC(OC(C)(C)C)=O tert-butyl (3-(((4-(5-(tert-butyl)-1,2,4-oxadiazol-3-yl)bicyclo[2.2.2]octan-1-yl)methyl)amino)phenyl)carbamate